methyl 6-(4-methyl-3-oxopiperazin-1-yl)isoquinoline-3-carboxylate CN1C(CN(CC1)C=1C=C2C=C(N=CC2=CC1)C(=O)OC)=O